C[C@@H]1N(C[C@H](NC1)C)C=1N(N=C2C1N(C(C=C2)=O)C)C2OCCCC2 ((2S,5R)-2,5-dimethylpiperazin-1-yl)-4-methyl-2-(tetrahydro-2H-pyran-2-yl)-2,4-dihydro-5H-pyrazolo[4,3-B]pyridin-5-one